2,5-dichloro-4-methylnicotinic acid ClC1=C(C(=O)O)C(=C(C=N1)Cl)C